CC=1C(=CC=2CC(N3C(C2C1)=C1C=CC=CC1=N3)(NC3=CC=CC=C3)C(F)(F)F)C 2,3-Dimethyl-N-phenyl-6-(trifluoromethyl)-5,6-dihydroindazolo[3,2-a]isoquinolin-6-amine